phthaloyl-aza-valine C(C=1C(C(=O)O)=CC=CC1)(=O)NN(C(C)C)C(=O)O